ClC(COC(=O)N[C@@H](CC1=CC=C(C=C1)OCC1=CC=CC=C1)C(=O)O)(Cl)Cl N-(2,2,2-trichloroethoxycarbonyl)-O-benzyltyrosine